(2S,4R)-2-(((R)-3-([1,1'-biphenyl]-4-yl)-1-amino-1-oxopropan-2-yl) carbamoyl)-4-hydroxypyrrolidine-1-carboxylate C1(=CC=C(C=C1)C[C@H](C(=O)N)NC(=O)[C@H]1N(C[C@@H](C1)O)C(=O)[O-])C1=CC=CC=C1